ClC=1C=C(COC2=CC=C(CC(C(=O)N)(CC)N(CC)CC)C=C2)C=CC1Cl 4-((3,4-Dichlorobenzyl)Oxy)Benzyl-2-(Diethylamino)Butanamide